[O-][Mo](=O)(=O)O[Mo](=O)(=O)[O-] The molecule is a divalent inorganic anion obtained by removal of both protons from dimolybdic acid. It is a molybdenum oxoanion and a divalent inorganic anion. It is a conjugate base of a hydrogen dimolybdate.